4-(3,5-bis(trifluoromethyl)phenyl)-1-(4-(3,4-dichlorophenyl)-5-(isopropylthio)thiazol-2-yl)-3-methyl-N-(methylsulfonyl)-1H-pyrazole-5-carboxamide FC(C=1C=C(C=C(C1)C(F)(F)F)C=1C(=NN(C1C(=O)NS(=O)(=O)C)C=1SC(=C(N1)C1=CC(=C(C=C1)Cl)Cl)SC(C)C)C)(F)F